C(CCCCCCCCCCCCCCCCCCCCC)(=O)NCCCN(CC)CC behenamidopropyl-diethylamine